4-chloro-7-{[1-(2-fluorophenyl)-1H-1,2,3-triazol-4-yl]Methyl}-5-(4,4,5,5-tetramethyl-1,3,2-dioxaborolan-2-yl)-7H-pyrrolo[2,3-d]Pyrimidine ClC=1C2=C(N=CN1)N(C=C2B2OC(C(O2)(C)C)(C)C)CC=2N=NN(C2)C2=C(C=CC=C2)F